6-chloro-1-methyl-7-(trifluoromethyl)-1H-indazole ClC1=CC=C2C=NN(C2=C1C(F)(F)F)C